CS(=O)(=O)CNC(C1=CC=CC=C1)=O N-(methylsulfonylmethyl)benzamide